ClC=1C=C(NC2=NC=NC3=CC(=C(C=C23)NC(\C=C\CN2CCCCC2)=O)OC)C=CC1F (E)-N-[4-(3-chloro-4-fluoro-anilino)-7-methoxy-quinazolin-6-yl]-4-(1-piperidyl)but-2-enamide